TRANS-3,3,3-TRIFLUOROPROPENE-1-BORONIC ACID FC(/C=C/B(O)O)(F)F